tert-butyl ((6-(cyclopropanesulfonamido)pyrimidin-4-yl)methyl)carbamate C1(CC1)S(=O)(=O)NC1=CC(=NC=N1)CNC(OC(C)(C)C)=O